(3S,4r,5R)-1-((4-fluoro-1-phenylpiperidin-4-yl)methyl)piperidine-3,4,5-triol FC1(CCN(CC1)C1=CC=CC=C1)CN1C[C@@H](C([C@@H](C1)O)O)O